1,2,3-Tri(octadecyloxy)propane C(CCCCCCCCCCCCCCCCC)OCC(COCCCCCCCCCCCCCCCCCC)OCCCCCCCCCCCCCCCCCC